FC1=C(C(=C(C(=C1F)C(F)(F)F)F)F)B(F)C1=C(C(=C(C(=C1F)F)C(F)(F)F)F)F bis(2,3,5,6-tetrafluoro-4-trifluoromethylphenyl)fluoroborane